C(C)OC(=O)C=1C(=NC(=NC1)C(F)(F)C1CC1)O 2-[cyclopropyl-(difluoro)methyl]-4-hydroxy-pyrimidine-5-carboxylic acid ethyl ester